2-(3-(2-oxo-1,4-dihydroquinazolin-3(2H)-yl)phenoxy)-N-phenethylacetamide O=C1NC2=CC=CC=C2CN1C=1C=C(OCC(=O)NCCC2=CC=CC=C2)C=CC1